CC(C(=O)OCC1CNCCO1)(C)C morpholin-2-ylmethyl 2,2-dimethylpropanoate